(1-cyanocyclopropyl)-5-(trifluoromethyl)benzonitrile C(#N)C1(CC1)C1=C(C#N)C=C(C=C1)C(F)(F)F